5,7-Dimethoxy-3-thiophen-3-yl-quinoline COC1=C2C=C(C=NC2=CC(=C1)OC)C1=CSC=C1